(S)-1-(2-(1-(cyclobutylmethyl)-1H-indol-5-yl)thiazol-4-yl)-3-(piperidin-3-yl)urea C1(CCC1)CN1C=CC2=CC(=CC=C12)C=1SC=C(N1)NC(=O)N[C@@H]1CNCCC1